FC(OC1=C(C=CC=C1)C1=C(C=NC(=C1)C)C(=O)O)F 4-(2-(difluoromethoxy)phenyl)-6-methylpyridine-3-carboxylic acid